FC1([C@H]2[C@@H]([C@H]2CC1)C(=O)OCC)F ethyl (1R,5R,6R)-2,2-difluorobicyclo[3.1.0]hexane-6-carboxylate